5-(1H-imidazol-4-yl)-6-[3-(trifluoromethyl)-1H-1,2,4-triazol-5-yl]-15-oxa-4,7,9-triazatetracyclo[10.2.1.02,10.04,8]pentadeca-2,5,7,9-tetraene N1C=NC(=C1)C=1N2C=C3C4CCC(CC3=NC2=NC1C1=NC(=NN1)C(F)(F)F)O4